7-chloro-2-(chloromethyl)-1-((2-(trimethylsilyl)ethoxy)methyl)-1H-pyrrolo[2,3-c]pyridine ClC=1N=CC=C2C1N(C(=C2)CCl)COCC[Si](C)(C)C